(S)-6-Chloro-N-(8,9-difluoro-6-oxo-1,2,3,4,5,6-hexahydrobenzo[c][1,7]naphthyridin-1-yl)-N-methylindolizine-2-carboxamide ClC1=CN2C=C(C=C2C=C1)C(=O)N(C)[C@H]1C=2C3=C(C(NC2CNC1)=O)C=C(C(=C3)F)F